C(C=CC1=CC=CC=C1)(=O)O.C(C=CC1=CC=CC=C1)(=O)O.FC(C(C1=CC=C(O)C=C1)(C(F)(F)F)C1=CC=C(C=C1)O)(F)F hexafluorobisphenol A dicinnamate